ethyl-2-ethyl-methyl-ethyl-methyl-ethyl-methyl-ethyl-sulfenamide C(C)C(C(SN(C)CC)(C)CC)(CC)C